3-(5-(4-chloro-3-fluorophenyl)-1H-imidazol-2-yl)-1H-indazole-5-carboxylic acid ClC1=C(C=C(C=C1)C1=CN=C(N1)C1=NNC2=CC=C(C=C12)C(=O)O)F